ClC1=CC=C(C(=N1)C1=NN(C=N1)C)NC(C)C=1C=2C3=C(N(C(C2C=C(C1)C)=O)CC)N(N=C3)CCO 9-[1-[[6-chloro-2-(1-methyl-1,2,4-triazol-3-yl)-3-pyridyl]amino]ethyl]-4-ethyl-3-(2-hydroxyethyl)-7-methyl-pyrazolo[3,4-c]isoquinolin-5-one